FC=1C=C(C(=O)NCC=2C=NN3N=CC=CC32)C=CC1OC(F)(F)F 3-fluoro-N-(pyrazolo[1,5-b]pyridazin-3-ylmethyl)-4-(trifluoromethoxy)benzamide